4-(((3s,4r)-1-((2-cyano-4-iodophenyl)sulfonyl)-4-hydroxy-4-(hydroxymethyl)pyrrolidin-3-yl)oxy)-2-fluorobenzonitrile C(#N)C1=C(C=CC(=C1)I)S(=O)(=O)N1C[C@@H]([C@@](C1)(CO)O)OC1=CC(=C(C#N)C=C1)F